C(C)C1(NC(N(C(C1)=O)[C@@H]1CCOC2=CC=C(C=C12)C(=O)NC1C(OC2=C1C=CC=C2)(C)COC)=N)CC (4R)-4-(4,4-diethyl-2-imino-6-oxotetrahydropyrimidin-1(2H)-yl)-N-(2-(methoxymethyl)-2-methyl-2,3-dihydrobenzofuran-3-yl)chromane-6-carboxamide